C(C)(C)(C)OC(=O)NC(C[B-](F)(F)F)CC1(CC1)F.[K+] Potassium (2-((tert-butoxycarbonyl)amino)-3-(1-fluorocyclopropyl)propyl)trifluoroborate